FC=1C=C(C=C(C1)F)[C@@H]1CC[C@H]2OC3(C(N21)=O)CCN(CC3)C(=O)C=3C=CC(=C(C#N)C3)F 5-((5'S,7a'R)-5'-(3,5-difluorophenyl)-3'-oxo-tetrahydro-3'H-spiro-[piperidine-4,2'-pyrrolo-[2,1-b]oxazole]-1-carbonyl)-2-fluorobenzonitrile